N-(4-(2,5-difluorophenyl)-2-(1-(3-fluoroazetidin-1-yl)ethyl)pyridin-3-yl)-2-isopropylpyrimidine-5-carboxamide FC1=C(C=C(C=C1)F)C1=C(C(=NC=C1)C(C)N1CC(C1)F)NC(=O)C=1C=NC(=NC1)C(C)C